FC1=C(C#N)C=CC(=C1)CC(=O)N1[C@@H]2CN([C@H](C1)C2)C(C)C 2-fluoro-4-[2-[(1S,4S)-5-isopropyl-2,5-diazabicyclo[2.2.1]hept-2-yl]-2-oxo-ethyl]benzonitrile